Undecane-6-ol CCCCCC(CCCCC)O